9-(4-pyridyl)acridine N1=CC=C(C=C1)C=1C2=CC=CC=C2N=C2C=CC=CC12